CC=CC(CCCCCCC)=O UNDEC-2-EN-4-ONE